ClC1=C(C=CC=C1C1=C(C(=NC=C1)C1=CC=C2C(=CN(C2=C1)C)CNCC(C)C)Cl)C1=CC=C(C(=N1)OC)CN(C(OC(C)(C)C)=O)C[C@H]1NC(CC1)=O tert-butyl N-[[6-[2-chloro-3-[3-chloro-2-[3-[(isobutylamino)methyl]-1-methyl-indol-6-yl]-4-pyridyl]phenyl]-2-methoxy-3-pyridyl]methyl]-N-[[(2S)-5-oxopyrrolidin-2-yl]methyl]carbamate